BrCCCCCCCCC(=O)OCC ethyl 9-bromononanoate